N-(3-((2,4-Difluorophenyl)ethynyl)-1-methyl-1H-pyrrolo[2,3-b]pyridin-5-yl)acrylamide FC1=C(C=CC(=C1)F)C#CC1=CN(C2=NC=C(C=C21)NC(C=C)=O)C